6-(((2S,4R)-4-fluoro-2-methyl-1-(pyridin-3-ylmethyl)pyrrolidin-2-yl)methoxy)-3,4-dihydro-2H-pyrimido[4,5-e][1,3]oxazin-2-one F[C@@H]1C[C@@](N(C1)CC=1C=NC=CC1)(C)COC=1N=CC2=C(CNC(O2)=O)N1